9-(2-(3,4-Dimethoxypyrrolidin-1-yl)ethyl)-6-fluoro-7-methoxy-1-(trifluoromethyl)-9H-pyrido[3,4-b]indole Hydrochloride Salt Cl.COC1CN(CC1OC)CCN1C2=C(C3=CC(=C(C=C13)OC)F)C=CN=C2C(F)(F)F